(R,E)-2-(1,2-dimethylpyrrolidin-2-yl)-N-((1,2,3,5,6,7-hexahydro-s-indacen-4-yl)carbamoyl)ethene-1-sulfonamide CN1[C@@](CCC1)(C)/C=C/S(=O)(=O)NC(NC1=C2CCCC2=CC=2CCCC12)=O